COC(CCOC1CC(C1)OCCC(=O)OC(C)(C)C)=O tert-butyl 3-((1r,3r)-3-(3-methoxy-3-oxopropoxy)cyclobutoxy)propanoate